1-bromomethylnaphthalene BrCC1=CC=CC2=CC=CC=C12